COC1=C(NCC#CC=2N=C3N(C=CC=C3[C@H]3NC=4N(CCC3)C=NC4)C2CC(F)(F)F)C=CC(=C1)S(=O)(=O)C (S)-2-methoxy-4-(methylsulfonyl)-N-(3-(8-(2,3,4,5-tetrahydro-1H-imidazo[1,5-a][1,3]diazepin-2-yl)-3-(2,2,2-trifluoroethyl)imidazo[1,2-a]pyridin-2-yl)prop-2-yn-1-yl)aniline